COC1=CC=C(C=C1)CN1N=NC(=C1)C1=CC=C(N)C=C1 4-{1-[(4-methoxyphenyl)methyl]-1H-1,2,3-triazol-4-yl}aniline